(2-((6-(decyloxy)-6-oxohexyl)(2-hydroxyethyl)amino)ethyl)azane C(CCCCCCCCC)OC(CCCCCN(CCN)CCO)=O